S(=O)(=O)(OCCCC)C1=CC=C(C)C=C1 n-butyl tosylate